tert-butyl (2S,3R)-2-({3-[(6-{[(tert-butoxycarbonyl)amino]methyl}-3-methylpyridin-2-yl)methoxy]-2-fluorophenyl}methyl)-4,4-difluoro-3-[(methanesulfonyl)amino]pyrrolidine-1-carboxylate C(C)(C)(C)OC(=O)NCC1=CC=C(C(=N1)COC=1C(=C(C=CC1)C[C@@H]1N(CC([C@@H]1NS(=O)(=O)C)(F)F)C(=O)OC(C)(C)C)F)C